Cl.N[C@@H]1CC[C@H](OC1)CN1CCC2(CN(C2)C2=NC=NC=C2OC2=C(C(=O)N([C@@H]3COCC3)C(C)C)C=C(C=C2)F)CC1 2-((4-(7-(((2S,5R)-5-aminotetrahydro-2H-pyran-2-yl)methyl)-2,7-diazaspiro[3.5]nonan-2-yl)pyrimidin-5-yl)oxy)-5-fluoro-N-isopropyl-N-((S)-tetrahydrofuran-3-yl)benzamide hydrochloride